(2R,3S,E)-6-bromo-6-fluoro-N,N-bis(4-methoxybenzyl)-3-methyl-hex-5-ene-2-sulfonamide Br/C(=C/C[C@@H]([C@@H](C)S(=O)(=O)N(CC1=CC=C(C=C1)OC)CC1=CC=C(C=C1)OC)C)/F